O[C@]1(C(N(CC1)C)=O)C=1N=CN(C1)C1=CC(=CC=C1)B1OC(C(O1)(C)C)(C)C (S)-3-Hydroxy-1-methyl-3-(1-(3-(4,4,5,5-tetramethyl-1,3,2-dioxaborolan-2-yl)phenyl)-1H-imidazol-4-yl)pyrrolidin-2-one